COC=1C=C2C(=NC(=NC2=CC1OC)C)NC(C)C1=CC=C(S1)C1=C(CNC(=O)C2=NNC=C2)C=C(C=C1)F N-[2-(5-{1-[(6,7-dimethoxy-2-methylquinazolin-4-yl)amino]ethyl}thiophen-2-yl)-5-fluorobenzyl]-1H-pyrazole-3-carboxamide